CO[Si]1(CCCC1)OC dimethoxy-2-silacyclopentane